2-(3-butoxy-2,6-difluorophenyl)acetic acid C(CCC)OC=1C(=C(C(=CC1)F)CC(=O)O)F